I.FC(C=1C=C(C=CC1)CCN)(F)F 3-trifluoromethylphenylethylamine hydroiodide